BrC=1C=C2C=3N(C4=NC=CN4C3C=NC2=CC1)C1=CC=C(C=C1)C(C)(C)C 4-bromo-16-(4-tert-butylphenyl)-8,11,14,16-tetraazatetracyclo[8.6.0.02,7.011,15]Hexadec-1(10),2,4,6,8,12,14-heptaene